4-{2-[3,3-dimethyl-2-oxo-5-(trifluoromethyl) indol-1-yl] acetamido}-4-methylpentanoate CC1(C(N(C2=CC=C(C=C12)C(F)(F)F)CC(=O)NC(CCC(=O)[O-])(C)C)=O)C